1-benzyl-N-[6,7-dimethoxy-1H,2H,3H-cyclopenta[b]quinolin-9-yl]-5,5-difluoropiperidin-3-amine C(C1=CC=CC=C1)N1CC(CC(C1)(F)F)NC1=C2C(=NC=3C=C(C(=CC13)OC)OC)CCC2